ClC1=CC(=CC(=N1)N1CCN(CC1)S(=O)(=O)C1=CC=C(C=C1)N1C(OC(C1)CO)=O)C([C@@H]1CNCCO1)(F)F 3-[4-[4-[6-chloro-4-[difluoro-[(2S)-morpholin-2-yl]methyl]-2-pyridyl]piperazin-1-yl]sulfonylphenyl]-5-(hydroxymethyl)oxazolidin-2-one